ClC=1C=C(C=CC1)NC(CN1CC2=C(CC1)SC(=C2)C2=NOC(=N2)C(F)(F)F)=O N-(3-chlorophenyl)-2-(2-(5-(trifluoromethyl)-1,2,4-oxadiazol-3-yl)-6,7-dihydrothieno[3,2-c]pyridin-5(4H)-yl)acetamide